ClC1=C2C(=NC=C1C=1C(=C(C=CC1)C(=O)N1C(CCCC1)C=1C=NN(C1)C)F)NCC21CCC(CC1)O (3-(4'-Chloro-4-hydroxy-1',2'-dihydrospiro[cyclohexane-1,3'-pyrrolo[2,3-b]pyridin]-5'-yl)-2-fluorophenyl)(2-(1-methyl-1H-pyrazol-4-yl)piperidin-1-yl)methanone